6β-[N-methyl-trans-3-(3-furyl)acrylamido]morphinan CN(C(\C=C\C1=COC=C1)=O)[C@H]1C[C@]23C=4C=CC=CC4C[C@H]([C@@H]2CC1)NCC3